ClC1=NC=CC(=C1Cl)SC=1N=CC(=NC1C)NCCNC(OC(C)(C)C)=O tert-butyl (2-((5-((2,3-dichloropyridin-4-yl)thio)-6-methylpyrazin-2-yl)amino)ethyl)carbamate